C(C1=CC=CC=C1)OC1=CC=C(C=C1)C1(C(C=NC(=C1)Cl)N)N 4-(4-(benzyloxy)phenyl)-6-chloropyridine-3,4-diamine